C1N(CC12COC2)C(CN2N=CC1=NC=C(C=C12)C1=CC(=CC=C1)C(F)(F)F)=O 1-(6-Oxa-2-azaspiro[3.3]heptan-2-yl)-2-[6-[3-(trifluoromethyl)phenyl]pyrazolo[4,3-b]pyridin-1-yl]ethanone